((1s,4s)-4-(5-(imidazo[1,2-b]pyridazin-3-ylcarbamoyl)-6-methoxy-2H-indazol-2-yl)cyclohexyl)(methyl)carbamic acid tert-butyl ester C(C)(C)(C)OC(N(C)C1CCC(CC1)N1N=C2C=C(C(=CC2=C1)C(NC1=CN=C2N1N=CC=C2)=O)OC)=O